tert-butyl 8-bromo-5-chloro-2H-benzo[b][1,4]oxazine-4(3H)-carboxylate BrC1=CC=C(C2=C1OCCN2C(=O)OC(C)(C)C)Cl